F[B-](F)(F)F.FC[S+](C1=C(C(=C(C(=C1)C)C)C)C)C1=CC=CC=C1 (Fluoromethyl)(phenyl)(2,3,4,5-tetramethylphenyl)sulfonium tetrafluoroborate